NC1=NC(=NN2C1=NC=C2CC2=CC(=C(C=C2)OCCNC)F)OC(CCO)CCC 3-((4-Amino-7-(3-fluoro-4-(2-(methylamino)ethoxy)benzyl)imidazo[2,1-f][1,2,4]triazin-2-yl)oxy)-hexan-1-ol